Methyl 3-(3-acetoxypropyl)-6-chloro-7-(2-formyl-4,5,6,7-tetrahydropyrazolo[1,5-a]pyridin-3-yl)-1-methyl-1H-indole-2-carboxylate C(C)(=O)OCCCC1=C(N(C2=C(C(=CC=C12)Cl)C=1C(=NN2C1CCCC2)C=O)C)C(=O)OC